((1R,3s,5S)-8-benzyl-8-azabicyclo[3.2.1]oct-3-yl)-1-(pyridin-4-yl)-1H-indole-6-carboxamide C(C1=CC=CC=C1)N1[C@H]2CC(C[C@@H]1CC2)C=2N(C1=CC(=CC=C1C2)C(=O)N)C2=CC=NC=C2